2-{7-[(1s,3s)-3-hydroxy-3-methylcyclobutyl]-5-(trifluoromethyl)-7H-pyrrolo[2,3-c]pyridazin-3-yl}-3-methyl-5-(trifluoromethyl)phenol OC1(CC(C1)N1C=C(C2=C1N=NC(=C2)C2=C(C=C(C=C2C)C(F)(F)F)O)C(F)(F)F)C